1-(tert-butyl) 2-methyl 4-bromo-5-fluoro-1H-indole-1,2-dicarboxylate BrC1=C2C=C(N(C2=CC=C1F)C(=O)OC(C)(C)C)C(=O)OC